[Sn].[Zn].[Cu].[S] sulfur copper zinc tin